7-chloro-1-(3-vinylphenyl)quinazoline-2,4(1H,3H)-dione ClC1=CC=C2C(NC(N(C2=C1)C1=CC(=CC=C1)C=C)=O)=O